(E)-1-(2-aminopyridin-3-yl)-3-(3-chlorophenyl)prop-2-en-1-one NC1=NC=CC=C1C(\C=C\C1=CC(=CC=C1)Cl)=O